C1(CC1)N(C=1N=CC(=NC1)C1=CC(=C(C=C1O)/C=C/C(=O)NC)F)[C@@H]1[C@@H]([C@H]2CC[C@@H](C1)N2)F (2E)-3-[4-(5-{cyclopropyl[(1R,2R,3S,5S)-2-fluoro-8-azabicyclo[3.2.1]octan-3-yl]amino}pyrazin-2-yl)-2-fluoro-5-hydroxyphenyl]-N-methylprop-2-enamide